tert-Butyl 4-((tetrahydrofuran-3-yl)amino)-7,8-dihydropyrido[4,3-d]pyrimidine-6(5H)-carboxylate O1CC(CC1)NC=1C2=C(N=CN1)CCN(C2)C(=O)OC(C)(C)C